FC(C1=CC=C(C=C1)C1=NN(C(=C1)OCCN)C)(F)F 2-(3-(4-(trifluoromethyl)phenyl)-1-methyl-1H-pyrazol-5-yloxy)ethylamine